[1,2,5]thiadiazole-4-carbaldehyde S1N=CC(=N1)C=O